FC(C(=O)O)(F)F.ClC=1C(=NC(=NC1)NC1=CC(=CC(=C1)F)F)NC=1C=CC2=C(NC(O2)=O)C1 5-(5-chloro-2-(3,5-difluorophenylamino)pyrimidin-4-ylamino)benzo[d]oxazol-2(3H)-one trifluoroacetate salt